1-(tert-butyl) 3-ethyl 4-(1-cyano-2-ethoxy-2-oxoethyl)pyrrolidine-1,3-dicarboxylate C(#N)C(C(=O)OCC)C1C(CN(C1)C(=O)OC(C)(C)C)C(=O)OCC